2,5-dihydro-3,4-dimethyl-2,5-dioxo-1H-pyrrol CC=1C(NC(C1C)=O)=O